C(C)NCCC1=CC=C(C=C1)C1=C(CCC2=CC(=CC=C12)OC)C1=CC=CC=C1 N-ethyl-2-(4-(6-methoxy-2-phenyl-3,4-dihydronaphthalen-1-yl)phenyl)ethan-1-amine